4-((5-Chloro-7-(2-((4-methyl-3,5-dioxo-4,5-dihydro-1,2,4-triazine-2(3H)-yl)methyl)thieno[3,2-b]pyridin-7-yl)-1H-indol-1-yl)methyl)piperidine-4-carbonitrile ClC=1C=C2C=CN(C2=C(C1)C1=C2C(=NC=C1)C=C(S2)CN2N=CC(N(C2=O)C)=O)CC2(CCNCC2)C#N